Caprylyl alcohol C(CCCCCCC)(=O)O